(2-((5-trifluoromethyl-2-((2-cyclopropyloxy-5-(1-methyl-1H-pyrazol-4-yl)-4-(4-(piperazin-1-yl)piperidin-1-yl)phenyl)amino)pyrimidin-4-yl)amino)quinolin-1-yl)dimethylphosphine oxide FC(C=1C(=NC(=NC1)NC1=C(C=C(C(=C1)C=1C=NN(C1)C)N1CCC(CC1)N1CCNCC1)OC1CC1)NC1N(C2=CC=CC=C2C=C1)P(C)(C)=O)(F)F